2-(2,2-dimethylazetidin-1-yl)-N-((2-(trifluoromethyl)pyridin-3-yl)methyl)pyrido[2,3-d]pyrimidin-4-amine CC1(N(CC1)C=1N=C(C2=C(N1)N=CC=C2)NCC=2C(=NC=CC2)C(F)(F)F)C